ClC1=CC=C(C=C1C1=CC(=CC=C1)B1OC(C(O1)(C)C)(C)C)C(=O)O 6-chloro-3'-(4,4,5,5-tetramethyl-1,3,2-dioxaborolan-2-yl)-[1,1'-biphenyl]-3-carboxylic acid